C(C(C)C)OCCN1CCCCC1 1-(2-isobutoxyethyl)piperidine